CCC(CC)N1N=CC(=C1)C=1C=2N(C=C(N1)C=1C=NN(C1)CC1(CC1)CO)N=CC2 (1-((4-(4-(1-(pentan-3-yl)-1H-pyrazol-4-yl)pyrazolo[1,5-a]pyrazin-6-yl)-1H-pyrazol-1-yl)methyl)cyclopropyl)methanol